N-bis(hydroxyethyl)amino-phenyl-iminonaphthoquinone OCCN(N=C1C(C2=CC=CC=C2C(C1C1=CC=CC=C1)=O)=O)CCO